[C@H]12CN(C[C@H](CC1)N2)C2=NC(=NC1=CC(=C(C=C21)F)C2=CC(=CC1=CC=CC(=C21)Cl)O)OC[C@]21CCCN1C[C@@H](C2)F 4-(4-((1R,5S)-3,8-diazabicyclo[3.2.1]octan-3-yl)-6-fluoro-2-(((2R,7aS)-2-fluorotetrahydro-1H-pyrrolizin-7a(5H)-yl)methoxy)quinazolin-7-yl)-5-chloronaphthalen-2-ol